1,3-dibromo-3-butyl-1,3-disilacyclohexane Br[SiH]1C[Si](CCC1)(CCCC)Br